S[C@@H](CCOC(C)=O)CCC |r| Acetic acid (+-)-3-mercaptohexyl ester